6-Fluoro-2-(2-hydroxyethyl)-3-(phenylamino)-3-(trifluoromethyl)-3,4-dihydroisoquinolin-1(2H)-one FC=1C=C2CC(N(C(C2=CC1)=O)CCO)(C(F)(F)F)NC1=CC=CC=C1